OB(C=1C=C(C(=O)N[C@H]2C[C@H](N(C2)C(C2=CC(=C(C=C2)F)B(O)O)=O)C(=O)NCC(=O)O)C=CC1F)O ((2S,4S)-4-(3-dihydroxyboryl-4-fluorobenzamido)-1-(3-dihydroxyboryl-4-fluorobenzoyl)pyrrolidine-2-carbonyl)glycine